BrC=1C=CC(=NC1)CN(CCCC[C@H](C(=O)NO)C[C@@H](OC)C1=CC=C(C=C1)F)C (S)-6-(((5-bromopyridin-2-yl)methyl)(methyl)amino)-2-((R)-2-(4-fluorophenyl)-2-methoxyethyl)-N-hydroxyhexanamide